((1S,9S)-9-ethyl-5-fluoro-9-hydroxy-4-methyl-10,13-dioxo-2,3,9,10,13,15-hexahydro-1H,12H-benzo[de]pyrano[3',4':6,7]indolizino[1,2-b]quinolin-1-yl)-2-hydroxybenzoamide C(C)[C@]1(C(OCC=2C(N3CC=4C(=NC=5C=C(C(=C6C5C4[C@H](CC6)C=6C(=C(C(=O)N)C=CC6)O)C)F)C3=CC21)=O)=O)O